C1(=CC=CC=C1)[S+](C)C1=CC=CC=C1 diphenyl-(methyl)sulfonium